calcium o-toluenesulfinate, cyclohexylamino-toluenesulfinate salt C1(CCCCC1)NC(C1=CC=CC=C1)S(=O)[O-].CC=1C(=CC=CC1)S(=O)[O-].[Ca+2]